methyl (2S)-2-(tert-butoxycarbonylamino)-2-(3-fluoro-1-adamantyl)acetate C(C)(C)(C)OC(=O)N[C@H](C(=O)OC)C12CC3(CC(CC(C1)C3)C2)F